FC=1C=C(CN2C3=C(C=C(CC2=O)C=2OC(=CN2)C)C=CC(=C3)C=3C=NN(C3)CC(C)(C)O)C=CC1C 1-(3-fluoro-4-methylbenzyl)-8-(1-(2-hydroxy-2-methylpropyl)-1H-pyrazol-4-yl)-4-(5-methyloxazol-2-yl)-1,3-dihydro-2H-benzo[b]azepin-2-one